N-methylthiazole-4-carboxamide CNC(=O)C=1N=CSC1